FC1=CC=C([C@@H](N)C(=O)O)C=C1 (R)-4-fluorophenylglycine